C1(=CC=CC=C1)S(=O)(=O)CC(=O)C1=CC=C(C=C1)C1=NOC(=N1)C(F)(F)F 2-(benzenesulfonyl)-1-(4-(5-(trifluoromethyl)-1,2,4-oxadiazol-3-yl)phenyl)ethan-1-one